N(=O)N nitrosylazane